C(CCCCCCCC)(=O)OCC(COC(CCCCCCCC)=O)CC(=O)OC[C@@H]1CCC[C@H](N1C(=O)OCCN(C)C)COC(CC(COC(CCCCCCCC)=O)COC(CCCCCCCC)=O)=O |o1:30,34| ((((Rel-(2S,6S)-1-((2-(dimethylamino)ethoxy)carbonyl)piperidine-2,6-diyl)bis(methylene))bis(oxy))bis(2-oxoethane-2,1-diyl))bis(propane-2,1,3-triyl) tetranonanoate